O=C1N=CC2=NC=NC2=N1 oxo-purine